bis-(2,6-di-tert-butyl-4-methylphenyl)pentaerythritol C(C)(C)(C)C1=C(C(=CC(=C1)C)C(C)(C)C)C(O)(C(CO)(CO)CO)C1=C(C=C(C=C1C(C)(C)C)C)C(C)(C)C